tert-butyl 6-(2-fluorophenyl)-6-hydroxy-2-azaspiro[3.3]heptane-2-carboxylate FC1=C(C=CC=C1)C1(CC2(CN(C2)C(=O)OC(C)(C)C)C1)O